2-(azetidin-1-yl)benzaldehyde N1(CCC1)C1=C(C=O)C=CC=C1